(R)-4-(7-(3-aminopiperidine-1-yl)-3-(5-methylpyridine-2-yl)-3H-imidazo[4,5-b]pyridine-2-yl)-2-fluorobenzonitrile N[C@H]1CN(CCC1)C1=C2C(=NC=C1)N(C(=N2)C2=CC(=C(C#N)C=C2)F)C2=NC=C(C=C2)C